FC(C1=NC=CC(=C1)C=CC(=O)NCCCCCCNC(C1=NC=CC=C1)=O)(F)F N-(6-(3-(2-trifluoromethylpyridin-4-yl)acrylamido)hexyl)picolinamide